Ethyl malonate potassium salt [K+].C(CC(=O)[O-])(=O)OCC